N1=CC=CC2=C(C=CC=C12)CC1(NC=CC=C1C=1N=NN(C1)C=1C=CC=C2C=CC(OC12)=O)C(=O)N 2-((quinolin-5-yl)methyl)-3-(1-(2-oxo-2H-chromen-8-yl)-1H-1,2,3-triazol-4-yl)picolinamide